4-(1-(4-amino-5-ethoxy-2-ethylphenyl)piperidin-4-yl)piperazine-1-carboxylic acid tert-butyl ester C(C)(C)(C)OC(=O)N1CCN(CC1)C1CCN(CC1)C1=C(C=C(C(=C1)OCC)N)CC